(Z)-3-(3-(3,5-bis(trifluoromethyl)phenyl)-1H-1,2,4-triazol-1-yl)-N-((1R,4S)-3-oxo-2-azabicyclo[2.2.1]heptan-2-yl)acrylamide FC(C=1C=C(C=C(C1)C(F)(F)F)C1=NN(C=N1)\C=C/C(=O)NN1[C@@H]2CC[C@H](C1=O)C2)(F)F